3-(di-2-thienylmethylene)-1-methylpiperidine S1C(=CC=C1)C(=C1CN(CCC1)C)C=1SC=CC1